N[C@@H]1[C@H](CCC1)NC(OC(C)(C)C)=O tert-butyl ((1S,2S)-2-aminocyclopentyl)carbamate